N-(4-(1-(tert-pentyl)-1H-pyrazol-4-yl)pyridin-2-yl)cyclohexanecarboxamide C(C)(C)(CC)N1N=CC(=C1)C1=CC(=NC=C1)NC(=O)C1CCCCC1